isopropyl-N,2,3-trimethylbutyramide C(C)(C)C(C(=O)NC)(C(C)C)C